N-[(1S,9S)-4-methoxy-17-methyl-17-azatetracyclo[7.5.3.01,10.02,7]heptadeca-2(7),3,5-trien-5-yl]-1-methylpyrrolidine-2-carboxamide COC1=CC=2[C@@]34C([C@H](CC2C=C1NC(=O)C1N(CCC1)C)N(CC4)C)CCCC3